COC1=NC(=NC(=N1)OC)C=1C=C(C=C(C1)C(=O)O)C(=O)O 5-(4,6-dimethoxy-1,3,5-triazin-2-yl)-1,3-dicarboxybenzene